OC=1C(=CC(=C2CCOC(C12)=O)C)C(=O)NC(C(=O)O)CC1=CC=CC=C1 2-[(8-Hydroxy-5-methyl-1-oxo-3,4-dihydroisochromene-7-carbonyl)amino]-3-phenylpropanoic acid